(±)-Methyl 4-(3-aminotetrahydrofuran-3-yl)-3-bromo-benzoate N[C@@]1(COCC1)C1=C(C=C(C(=O)OC)C=C1)Br |r|